4-cyanostyrene C(#N)C1=CC=C(C=C)C=C1